C(C)(C)(C)OC(=O)N1CCC(CC1)OC1=C(C=C(C=C1F)Br)F 4-(4-bromo-2,6-difluorophenoxy)piperidine-1-carboxylic acid tert-butyl ester